C(C=O)(=O)O.C1(=CC=CC=C1)C(=O)C(=O)C1=CC=CC=C1 benzil glyoxylate